(S)-4-((3-(aminomethyl)pyrrolidin-1-yl)methyl)-2-chloro-5-ethoxybenzonitrile hydrochloride Cl.NC[C@H]1CN(CC1)CC1=CC(=C(C#N)C=C1OCC)Cl